CC1(C2=C(B(O1)O)C=C(C=C2)O)C 3,3-dimethylbenzo[c][1,2]oxaborole-1,6(3H)-diol